IC=1C=CC(=C(C1)S(=O)(=O)NC(=O)[N-]C1=NC(=NC(=N1)OC)C)C(=O)OC.[Na+] sodium ({[5-iodo-2-(methoxycarbonyl)phenyl]sulfonyl}carbamoyl)(4-methoxy-6-methyl-1,3,5-triazin-2-yl)azanide